C1(=CC=CC=C1)CCCCN Phenylbutylamine